C(C=C)N1C(C2=C(C(=C1)Br)C=CN2S(=O)(=O)C2=CC=C(C)C=C2)=O 6-allyl-4-bromo-1-(p-toluenesulfonyl)pyrrolo[2,3-c]pyridin-7-one